8-(4-((2-(2,6-dioxopiperidin-3-yl)-7-fluoro-1,3-dioxoisoindolin-5-yl)methyl)piperazine-1-yl)-9-ethyl-6,6-dimethyl-11-oxo-6,11-dihydro-5H-benzo[b]carbazole-3-carbonitrile O=C1NC(CCC1N1C(C2=C(C=C(C=C2C1=O)CN1CCN(CC1)C=1C(=CC2=C(C(C=3NC4=CC(=CC=C4C3C2=O)C#N)(C)C)C1)CC)F)=O)=O